6-(methoxy-d3)pyridin C(OC1=CC=CC=N1)([2H])([2H])[2H]